OC1=CC=C2C(C(=COC2=C1)C1=CC=C(C=C1)O)=O 7-hydroxy-3-(4-hydroxyphenyl)chromen-4-one